C(C)O/C=C/C1=CC=C(C#N)C=C1 (E)-4-(2-ethoxyvinyl)benzonitrile